N-(3-chloro-5-fluoro-4-iodopyridin-2-yl)ethanesulfonamide ClC=1C(=NC=C(C1I)F)NS(=O)(=O)CC